(1S,3aR,6aS)-2-(3,3-difluorotetrahydrofuran-2-carbonyl)-N-((S)-3-oxo-1-((S)-2-oxopyrrolidin-3-yl)-4-(trifluoromethoxy)butan-2-yl)octahydrocyclopenta[c]pyrrole-1-carboxamide FC1(C(OCC1)C(=O)N1[C@@H]([C@@H]2[C@H](C1)CCC2)C(=O)N[C@@H](C[C@H]2C(NCC2)=O)C(COC(F)(F)F)=O)F